F[C@@H]1[C@H](C[C@@]2(CC[C@H]1N2)C)OC2=CN=C(N=N2)C2=C(C=C(C=C2)N2C=NC=C2)O 2-(6-(((1S,3S,4S,5R)-4-fluoro-1-methyl-8-azabicyclo[3.2.1]octan-3-yl)oxy)-1,2,4-triazin-3-yl)-5-(1H-imidazol-1-yl)phenol